NC1=NC=C(C2=C1C(=C(N2C)C2=CC=C(C=C2)NC(C(=C)F)=O)C2=CC(=C(C(=O)NCC(F)(F)F)C=C2)F)Br 4-(4-amino-7-bromo-2-(4-(2-fluoroacryloylamino)phenyl)-1-methyl-1H-pyrrolo[3,2-c]pyridin-3-yl)-2-fluoro-N-(2,2,2-trifluoroethyl)benzamide